C(C)(C)(C)C1=CC=C(C=C1)B1OC(C)(C)C(C)(C)O1 4-t-butylphenylboronic acid pinacol ester